tert-butylsilanetriol methyl-6-((4-(3-(1-(tert-butoxycarbonyl)-1,2,3,6-tetrahydropyridin-4-yl)phenyl)-1H-1,2,3-triazol-1-yl)methyl)nicotinate CC1=C(C(=O)O)C=CC(=N1)CN1N=NC(=C1)C1=CC(=CC=C1)C=1CCN(CC1)C(=O)OC(C)(C)C.C(C)(C)(C)[Si](O)(O)O